(4-chloro-1H-indol-2-yl)methyl-3,7-dimethyl-1H-purine ClC1=C2C=C(NC2=CC=C1)CN1CN(C2=NCN(C2=C1)C)C